ClC1=NN=C(C(N1C)=O)N[C@H]1CN(CCC1)CC 3-Chloro-6-[[(3R)-1-ethyl-3-piperidyl]amino]-4-meth-yl-1,2,4-triazin-5-one